5-(3,5-difluoro-2-pyridyl)isoxazole-3-carboxamide FC=1C(=NC=C(C1)F)C1=CC(=NO1)C(=O)N